glyceryl propyl distearate C(CCCCCCCCCCCCCCCCC)(=O)OCC(O)CO.C(CCCCCCCCCCCCCCCCC)(=O)OCCC